N1=CC(=CC=C1)C1=NC(=CC2=C1N=CN(C2=O)C[C@H](C(F)(F)F)O)C2=NC=C(C=C2)C(F)(F)F (R)-8-(pyridin-3-yl)-3-(3,3,3-trifluoro-2-hydroxypropyl)-6-(5-(trifluoromethyl)pyridin-2-yl)pyrido[3,4-d]pyrimidin-4(3H)-one